ClC1=CC(=C(CN2C(=NC=3N(C(N(C(C23)=O)CCCO)=O)C)C2(CCC(CC2)(F)F)F)C=C1)F 7-(4-chloro-2-fluorobenzyl)-1-(3-hydroxypropyl)-3-methyl-8-(1,4,4-trifluorocyclohexyl)-3,7-dihydro-1H-purine-2,6-dione